1-(2-amino-4-bromo-5-fluorophenyl)-2,2-difluoropropan-1-one NC1=C(C=C(C(=C1)Br)F)C(C(C)(F)F)=O